(S)-4-(2-(4-fluorophenyl)-1H-pyrrolo[2,3-b]pyridin-5-yl)-N-(1-hydroxybutan-2-yl)thiazole-2-carboxamide FC1=CC=C(C=C1)C1=CC=2C(=NC=C(C2)C=2N=C(SC2)C(=O)N[C@H](CO)CC)N1